COC1=CC=C(C=C1)CNC=1C(=CC=2N=CN=C(C2N1)C=1C(=NN(C1)C)C1=CC=CC=C1)C(F)(F)F N-[(4-methoxyphenyl)methyl]-4-(1-methyl-3-phenyl-1H-pyrazol-4-yl)-7-(trifluoromethyl)pyrido[3,2-d]pyrimidin-6-amine